3-((4-isopropyl-1-methylcyclohex-3-en-1-yl)thio)-N-methylpropanamide C(C)(C)C1=CCC(CC1)(C)SCCC(=O)NC